4-(furo[3,2-c]pyridin-4-yl)-N-[1-(1-methyl-6-oxo-1,6-dihydropyrimidin-2-yl)piperidin-4-yl]benzamide O1C=CC=2C(=NC=CC21)C2=CC=C(C(=O)NC1CCN(CC1)C=1N(C(C=CN1)=O)C)C=C2